2-benzyl-2-dimethylamino-1-(4-morpholinophenyl)-1-butanon C(C1=CC=CC=C1)C(C(=O)C1=CC=C(C=C1)N1CCOCC1)(CC)N(C)C